methanesulfonic acid 5-(benzyloxy)-2-fluorobicyclo[4.2.0]oct-1(6),2,4-trien-7-yl ester C(C1=CC=CC=C1)OC1=CC=C(C=2CC(C12)OS(=O)(=O)C)F